3-mercapto-4-aminothiazole SN1CSC=C1N